FC1=C(C(=O)NCC2=CC(=C(C=C2)COC)F)C=C(C=C1)C1=NC=CC=C1C=O 2-fluoro-N-(3-fluoro-4-(methoxymethyl)benzyl)-5-(3-formylpyridin-2-yl)benzamide